Dimethylbis(2,3,6,7-tetrahydro-1H,5H-pyrido[3,2,1-ij]quinolin-8-yl)silane C[Si](C1=CC=C2CCCN3C2=C1CCC3)(C3=CC=C1CCCN2C1=C3CCC2)C